ClC=1C=C2CCC(OC2=CC1)C(=O)NC12CC(C1)(C2)C(=O)NN 6-chloro-N-(3-(hydrazinocarbonyl)bicyclo[1.1.1]pent-1-yl)chromane-2-carboxamide